(3R,4R)-4-{[5-chloro-6-cyano-7-(1-ethylcyclobutyl)pyrrolo[2,1-f][1,2,4]triazin-2-yl]amino}-1-methanesulfonylpiperidin-3-yl acetate C(C)(=O)O[C@@H]1CN(CC[C@H]1NC1=NN2C(C=N1)=C(C(=C2C2(CCC2)CC)C#N)Cl)S(=O)(=O)C